CC=1N(C(=CC1C(=O)O)C(C(N[C@H](C(F)(F)F)C)=O)=O)C methyl-(S)-1-methyl-5-(2-oxo-2-((1,1,1-trifluoroprop-2-yl)amino)acetyl)-1H-pyrrole-3-carboxylic acid